C12(CC3CC(CC(C1)C3)C2)NCC=2C=C3C(N(C(C3=CC2)=O)N2C(NC(CC2)=O)=O)=O 5-((((3s,5s,7s)-adamantan-1-yl)amino)methyl)-2-(2,4-dioxotetrahydropyrimidin-1(2H)-yl)isoindoline-1,3-dione